Ethyl-2,3,4-tri-O-acetyl-β-D-glucopyranose C(C)[C@]1(O)[C@H](OC(C)=O)[C@@H](OC(C)=O)[C@H](OC(C)=O)[C@H](O1)CO